N1=CC=CC2=C(C=CC=C12)C(C)OCCC(=O)N1CC2CCC(C1)N2C2=NC=C(C#N)C=C2 6-(3-(3-(1-(quinolin-5-yl)ethoxy)propanoyl)-3,8-diazabicyclo[3.2.1]octan-8-yl)nicotinonitrile